3-isopropyl-N-(3-methyl-1,1-dioxo-thietan-3-yl)-2-oxo-1-[3-(trifluoromethoxy)phenyl]benz-imidazole-5-carboxamide C(C)(C)N1C(N(C2=C1C=C(C=C2)C(=O)NC2(CS(C2)(=O)=O)C)C2=CC(=CC=C2)OC(F)(F)F)=O